C(#C)C=1C(=CC=C2C=C(C=C(C12)C=1N=CC=2N(C1F)C(=NC2C2C1CN(CC21)C(=O)OC(C)(C)C)C)OCOC)F tert-butyl 6-[6-[8-ethynyl-7-fluoro-3-(methoxymethoxy)-1-naphthyl]-5-fluoro-3-methyl-imidazo[1,5-a]pyrazin-1-yl]-3-azabicyclo[3.1.0]hexane-3-carboxylate